COC=1C=C2C(=C(NC2=CC1)C)CC(=O)[O-] 5-methoxy-2-methyl-1H-indole-3-acetate